3,3-dicyclopropyl-N-[4-[3,5-dimethyl-1-(2-trimethylsilylethoxymethyl)pyrazol-4-yl]phenyl]-2-(5-phenyl-4H-1,2,4-triazol-3-yl)propanamide C1(CC1)C(C(C(=O)NC1=CC=C(C=C1)C=1C(=NN(C1C)COCC[Si](C)(C)C)C)C1=NN=C(N1)C1=CC=CC=C1)C1CC1